benzyl-4-fluoro-1,3-dihydro-2H-benzo[d]imidazol-2-one C(C1=CC=CC=C1)N1C(NC2=C1C=CC=C2F)=O